FC(C(C)(C)F)C1=CC(=C2C=NC(=NN21)N[C@H]2[C@@H](COCC2)O)F (3S,4R)-4-((7-(1,2-difluoro-2-methylpropyl)-5-fluoropyrrolo[2,1-f][1,2,4]triazin-2-yl)amino)tetrahydro-2H-pyran-3-ol